FC(C(=O)N1CCC(CC1)C1C=2N(NCC1)C(=C(N2)C2=CC=C(C=C2)OC2=CC=CC=C2)C(=O)N)=C 8-(1-(2-Fluoroacryloyl)piperidin-4-yl)-2-(4-phenoxyphenyl)-5,6,7,8-tetrahydroimidazo[1,2-b]pyridazine-3-carboxamide